CN1C(=NC=2C1=NC=CC2)C=2C(=C(C(=C(C2C2=CC=CC=C2)C2=NC=1C(=NC=CC1)N2C)C2=CC=CC=C2)C2=CC=CC=C2)N2C=1C=CC=CC1N(C1=CC=CC=C21)C 5-(4',6'-bis(3-methyl-3H-imidazo[4,5-b]pyridin-2-yl)-5'-phenyl-[1,1':2',1''-terphenyl]-3'-yl)-10-methyl-5,10-dihydrophenazine